CO[Si](CCCC(CS(=O)(=O)O)S(=O)(=O)O)(OC)OC 5-trimethoxysilylpentane-1,2-disulfonic acid